N-[(3R)-1-{(5S)-5-[3-(2,6-Difluorophenyl)-5-fluoropyridin-2-yl]-5-methyl-4,5-dihydro-1,2-oxazol-3-yl}-4,4-difluoropyrrolidin-3-yl]methanesulfonamide FC1=C(C(=CC=C1)F)C=1C(=NC=C(C1)F)[C@@]1(CC(=NO1)N1C[C@H](C(C1)(F)F)NS(=O)(=O)C)C